1-tert-butyl-N-[8-[2-[(1-methylpyrazol-4-yl)amino]pyrimidin-4-yl]-2-(oxetan-3-yl)-1,3,4,5-tetrahydro-2-benzazepin-5-yl]triazole-4-carboxamide CC(C)(C)N1C=C(N=N1)C(=O)NC2CCN(CC3=C2C=CC(=C3)C4=NC(=NC=C4)NC5=CN(N=C5)C)C6COC6